N-[4-(2,4-difluorophenoxy)-3-(5-methyl-4-oxofuro[3,2-c]pyridin-7-yl)phenyl]ethanesulfonamide tert-Butyl-6-hydroxy-3,4-dihydro-1H-isoquinoline-2-carboxylate C(C)(C)(C)OC(=O)N1CC2=CC=C(C=C2CC1)O.FC1=C(OC2=C(C=C(C=C2)NS(=O)(=O)CC)C=2C3=C(C(N(C2)C)=O)C=CO3)C=CC(=C1)F